4-(6-Chloro-8-fluoro-2-(((s)-1-methylpyrrolidin-2-yl)methoxy)-4-(1,2,3,6-tetrahydropyridin-4-yl)quinazolin-7-yl)benzo[d]thiazol-2-amine ClC=1C=C2C(=NC(=NC2=C(C1C1=CC=CC2=C1N=C(S2)N)F)OC[C@H]2N(CCC2)C)C=2CCNCC2